NCCN1CCCC1 1-(2-Aminoethyl)-pyrrolidine